ethyl 2-(((S)-3-(5-chloro-2-methylphenyl)-5-(3,3-dimethylpyrrolidin-1-yl)pentyl)(methyl)amino)-2-(5-methyl-4-((1r,4S)-4-(trifluoromethoxy)-cyclohexyl)pyridin-3-yl)acetate ClC=1C=CC(=C(C1)[C@H](CCN(C(C(=O)OCC)C=1C=NC=C(C1C1CCC(CC1)OC(F)(F)F)C)C)CCN1CC(CC1)(C)C)C